N1=CN=C(C=C1)OC1CN(C1)CC(=O)N 2-(3-(pyrimidin-4-yloxy)azetidin-1-yl)acetamide